4-(6,7-dihydro-5H-indeno[5,6-d]thiazol-2-yl)phenol S1C(=NC2=C1C=C1CCCC1=C2)C2=CC=C(C=C2)O